BrC=1C=C(C=C2C(=C(C(=NC12)Cl)C)C(=O)N)Cl 8-bromo-2,6-dichloro-3-methyl-quinoline-4-carboxamide